N1(CCC1)C(CN1C(NC2=NC=C(C=C21)C=2C=NC(=CC2)F)=O)=O 1-(2-(azetidin-1-yl)-2-oxoethyl)-6-(6-fluoropyridin-3-yl)-1H-imidazo[4,5-b]pyridin-2(3H)-one